(1S,3R)-2-(2-fluoro-2-methylpropyl)-1-(5-((1-(3-fluoropropyl)azetidin-3-yl)oxy)pyrazin-2-yl)-3-methyl-2,3,4,9-tetrahydro-1H-pyrido[3,4-b]indole FC(CN1[C@@H](C=2NC3=CC=CC=C3C2C[C@H]1C)C1=NC=C(N=C1)OC1CN(C1)CCCF)(C)C